FC1=C2C=CC=NC2=CC(=C1N=C(C1=CC=CC=C1)C1=CC=CC=C1)F N-(5,7-difluoroquinolin-6-yl)-1,1-diphenylmethanimine